FC(C1CC2C(CN(C2)C(=O)OCC2=CC=CC=C2)C1)F benzyl 5-(difluoromethyl)hexahydrocyclopenta[c]pyrrole-2(1H)-carboxylate